tert-butyl ((2S,E)-7-(dimethylamino)-1-((1-((7-(1-hydroxy-2,2-dimethylpropyl)-1H-benzo[d]imidazol-2-yl)methyl)-2-oxo-1,2-dihydropyridin-3-yl)amino)-1,7-dioxohept-5-en-2-yl)carbamate CN(C(/C=C/CC[C@@H](C(=O)NC=1C(N(C=CC1)CC1=NC2=C(N1)C(=CC=C2)C(C(C)(C)C)O)=O)NC(OC(C)(C)C)=O)=O)C